C[C@H]1N(CCOC1)C1=NC=2N(C(=C1)C1(CC1)S(=O)(=O)C)N=CC2C2=CC=NN2C2OCCCC2 (3R)-3-methyl-4-(7-(1-(methylsulfonyl)cyclopropyl)-3-(1-(tetrahydro-2H-pyran-2-yl)-1H-pyrazol-5-yl)pyrazolo[1,5-a]pyrimidin-5-yl)morpholine